FC(C(F)F)(F)OC[C@@H](CN1N=CN=C1)C1=C(C=C(C=C1)Cl)Cl |r| (RS)-2-(2,4-dichlorophenyl)-3-(1H-1,2,4-triazol-1-yl)propyl 1,1,2,2-tetrafluoroethyl ether